C(C#C)OC1=CC=C(C(=O)C=2C=C(C(=O)Cl)C=CC2)C=C1 3-(4-(prop-2-yn-1-yloxy)benzoyl)benzoyl chloride